1-Methyl-2-(6-trifluoromethoxy-benzothiazol-2-ylamino)-1H-benzoimidazole-5-carboxylic acid [2-(2-fluoro-ethoxy)-ethyl]-amide FCCOCCNC(=O)C1=CC2=C(N(C(=N2)NC=2SC3=C(N2)C=CC(=C3)OC(F)(F)F)C)C=C1